C(C1=CC=CC=C1)N(S(=O)(=O)C1=NN(C=C1F)C(F)F)CC1=CC=CC=C1 N,N-dibenzyl-1-(difluoromethyl)-4-fluoro-1H-pyrazole-3-sulfonamide